C1(CC1)S(=O)(=O)NC1=CC(=NC=C1)CC=1N=C(SC1C=1C=2N(C=NC1)N=C(C2)C)C(=O)N [(4-cyclopropanesulfonamidopyridin-2-yl)methyl]-5-{2-methylpyrazolo[1,5-c]pyrimidin-4-yl}-1,3-thiazole-2-carboxamide